2-hydroxy-1-[4-(4,4,5,5-tetramethyl-1,3,2-dioxaborolan-2-yl)-3,6-dihydro-2H-pyridin-1-yl]ethanone OCC(=O)N1CCC(=CC1)B1OC(C(O1)(C)C)(C)C